1,1,1,3,5,7,9,9,9-nonamethyl-3,5,7-triphenylpentasiloxane C[Si](O[Si](O[Si](O[Si](O[Si](C)(C)C)(C1=CC=CC=C1)C)(C1=CC=CC=C1)C)(C1=CC=CC=C1)C)(C)C